N-(2-(N,N-bis(2,4-dimethoxybenzyl)sulfamoyl)pyridin-4-yl)-2-(4,4-difluoropiperidin-1-yl)-5-fluoro-6-methylnicotinamide COC1=C(CN(S(=O)(=O)C2=NC=CC(=C2)NC(C2=C(N=C(C(=C2)F)C)N2CCC(CC2)(F)F)=O)CC2=C(C=C(C=C2)OC)OC)C=CC(=C1)OC